OC=1C=CC2=C(NS(NC2)(=O)=O)C1 7-hydroxy-3,4-dihydro-1H-benzo[c][1,2,6]thiadiazine 2,2-dioxide